5-methyl-2-pyridinecarboxylate CC=1C=CC(=NC1)C(=O)[O-]